2-(2-fluorophenyl)-N-{3-sulfamoyl-4-[5-(trifluoromethyl)pyridin-3-yl]phenyl}acetamide FC1=C(C=CC=C1)CC(=O)NC1=CC(=C(C=C1)C=1C=NC=C(C1)C(F)(F)F)S(N)(=O)=O